CCCCCCC/C=C/C(=O)SCCNC(=O)CCNC(=O)[C@@H](C(C)(C)COP(=O)(O)OP(=O)(O)OC[C@@H]1[C@H]([C@H]([C@@H](O1)N2C=NC3=C(N=CN=C32)N)O)OP(=O)(O)O)O The molecule is an unsaturated fatty acyl-CoA that results from the formal condensation of the thiol group of coenzyme A with the carboxy group of trans-dec-2-enoic acid. It has a role as an Escherichia coli metabolite and a mouse metabolite. It is a medium-chain fatty acyl-CoA, a trans-2-enoyl-CoA and a monounsaturated fatty acyl-CoA. It derives from a coenzyme A and a trans-2-decenoic acid. It is a conjugate acid of a trans-dec-2-enoyl-CoA(4-).